benzyl-N-(8-fluoro-2-methyl-3-quinolyl)-2,4-dimethyl-pentanamide C(C1=CC=CC=C1)C(C(=O)NC=1C(=NC2=C(C=CC=C2C1)F)C)(CC(C)C)C